COC=1C(=NN(C1)C)N 4-methoxy-1-methyl-1H-pyrazol-3-amine